O1C(CCCC1)OCCCCCB1C2CCCC1CCC2 9-[5-(tetrahydropyran-2-yloxy)pentyl]-9-borabicyclo[3.3.1]nonane